N1(CCOCC1)CCONC1=CC=CC=C1 [2-(morpholin-4-yl)ethoxy]aniline